ClC=1C=C(C(=NC1)CCl)F 5-Chloro-2-(chloromethyl)-3-fluoropyridine